3-Ethyl-7-((4-(5-methyl-8-(methylamino)-1,7-naphthyridin-3-yl)piperazin-1-yl)methyl)-1,5-naphthyridin-2(1H)-one C(C)C=1C(NC2=CC(=CN=C2C1)CN1CCN(CC1)C=1C=NC2=C(N=CC(=C2C1)C)NC)=O